1-(5-tert-butyl-2H-pyrazol-3-yl)-3-[4-(5-trifluoromethoxy-benzimidazol-1-yl)-phenyl]-urea C(C)(C)(C)C=1C=C(NN1)NC(=O)NC1=CC=C(C=C1)N1C=NC2=C1C=CC(=C2)OC(F)(F)F